Methyl (S)-7-(6-((tert-butoxycarbonyl)amino)-3-chloro-2-fluorophenyl)-5-oxo-1,2,3,5-tetrahydroindolizine-3-carboxylate C(C)(C)(C)OC(=O)NC1=CC=C(C(=C1C1=CC(N2[C@@H](CCC2=C1)C(=O)OC)=O)F)Cl